2-((5-(3-(5-chloropyridin-2-yl)-2,3-dihydrobenzo[b][1,4]dioxin-5-yl)-3,6-dihydro-2H-pyran-2-yl)methyl)-1-(((S)-oxetan-2-yl)methyl)-1H-benzo[d]imidazole-6-carboxylic acid ClC=1C=CC(=NC1)C1OC2=C(OC1)C=CC=C2C2=CCC(OC2)CC2=NC1=C(N2C[C@H]2OCC2)C=C(C=C1)C(=O)O